N-(2-hydroxyethoxy)-2-((6-(2-hydroxyethoxy)-benzo[d]oxazol-2-yl)-amino)-1-methyl-1H-benzo[d]imidazole-5-carboxamide OCCONC(=O)C1=CC2=C(N(C(=N2)NC=2OC3=C(N2)C=CC(=C3)OCCO)C)C=C1